COC(C(CC1CCOCC1)=O)OC 1,1-Dimethoxy-3-(tetrahydro-2H-pyran-4-yl)propan-2-one